C[N+]1=CC=CC(=C1)C(=O)O The molecule is a pyridinium ion consisting of nicotinic acid having a methyl substituent on the pyridine nitrogen. It has a role as a plant metabolite. It derives from a nicotinic acid. It is a conjugate acid of a N-methylnicotinate.